(R)-4-hydroxy-4-methylpentan-2-yl methanesulfonate CS(=O)(=O)O[C@H](C)CC(C)(C)O